N-(2-(difluoromethoxy)benzyl)-1-(3-(4-methoxyphenyl)-1,2,4-oxadiazol-5-yl)piperidine-4-carboxamide FC(OC1=C(CNC(=O)C2CCN(CC2)C2=NC(=NO2)C2=CC=C(C=C2)OC)C=CC=C1)F